C(C1CCC(CC1)NC(=O)NCCCCCCN)C1CCC(CC1)NC(=O)NCCCCCCN 1'-[methylenebis(cyclohexane-1,4-diyl)]bis[3-(6-aminohexyl)urea]